3-(4-amino-3-bromophenyl)oxetan-3-ol NC1=C(C=C(C=C1)C1(COC1)O)Br